OC1=C(C=C(C=C2C(NC(N(C2=O)C2=CC=C(C=C2)OC)=O)=O)C=C1)OC 5-(4-Hydroxy-3-methoxybenzylidene)-1-(4-methoxyphenyl)pyrimidine-2,4,6(1H,3H,5H)-trione